COCC(C(=O)C1=CC=C(C=C1)C)C 3-methoxy-2-methyl-1-(p-tolyl)propan-1-one